C(=O)O.N1(CCC1)CC1=C(CNC2=CC(=C(C(=C2)F)S(=O)(=O)NC=2N=NC=CC2)F)C(=CC=C1)F 4-((2-(azetidin-1-ylmethyl)-6-fluorobenzyl)amino)-2,6-difluoro-N-(pyridazin-3-yl)benzenesulfonamide formate